FC1=NC=C(C=C1C1=CC(=C2C(=N1)N=C(N2)C=2N=CC(=NC2)N2CCN(CC2)CCC(=O)OCC)N(C)CC2(CCC2)COC)C(F)(F)F Ethyl 3-[4-(5-{5-[2-fluoro-5-(trifluoromethyl)pyridin-3-yl]-7-[{[1-(methoxymethyl)cyclobutyl]methyl}(methyl)amino]-1H-imidazo[4,5-b]pyridin-2-yl}pyrazin-2-yl)piperazin-1-yl]propanoate